OC(C(C(C#CC)(C)C)(C)O)CCCCC dihydroxytetramethyl-decyne